COCCOCCC(=O)O[C@@H]1CN(CC[C@@H]1C=1C(=CC(=C2C(C=C(OC12)C1=C(C=CC=C1)Cl)=O)O)OC(CCOCCOC)=O)C (3S,4R)-4-(2-(2-chlorophenyl)-5-hydroxy-7-((3-(2-methoxyethoxy)propanoyl)oxy)-4-oxo-4H-chromen-8-yl)-1-methylpiperidin-3-yl 3-(2-methoxyethoxy)propanoate